7-(3-bromo-4-fluorophenyl)-N-(5-chloro-2-methyl-phenyl)-7H-pyrrolo[2,3-d]pyrimidin-2-amine BrC=1C=C(C=CC1F)N1C=CC2=C1N=C(N=C2)NC2=C(C=CC(=C2)Cl)C